(2S,6R)-1,2,6-trimethyl-4-(4-(4,4,5,5-tetramethyl-1,3,2-dioxaborolan-2-yl)phenyl)piperazine CN1[C@H](CN(C[C@H]1C)C1=CC=C(C=C1)B1OC(C(O1)(C)C)(C)C)C